Cl.C(C1=CC=CC=C1)N1C(CN(CC1)CC1=CC=CC=C1)=O 1,4-dibenzylpiperazin-2-one hydrochloride